S1C(=CC=C1)C=1NOC2=C(C1)C=CC=C2 thienyl-benzoxazine